N-(5-bromo-1H-indol-3-yl)-5-(trifluoromethyl)-1H-benzo[d]imidazole-2-amine BrC=1C=C2C(=CNC2=CC1)NC1=NC2=C(N1)C=CC(=C2)C(F)(F)F